2-(2,4-Dichloro-phenyl)-5-methyl-1-[4-(4-nitrooxy-but-1-ynyl)-phenyl]-1H-imidazole-4-carboxylic acid piperidin-1-ylamide N1(CCCCC1)NC(=O)C=1N=C(N(C1C)C1=CC=C(C=C1)C#CCCO[N+](=O)[O-])C1=C(C=C(C=C1)Cl)Cl